FC=1C=C(C(=O)OC)C=C(C1)COS(=O)(=O)C methyl 3-fluoro-5-(methylsulfonyloxymethyl)benzoate